methyl 3-(3-(difluoromethoxy)phenyl)-4,4-difluoro-1-(tetrahydro-2H-pyran-4-yl)-4,5,6,7-tetrahydro-1H-indazole-6-carboxylate FC(OC=1C=C(C=CC1)C1=NN(C=2CC(CC(C12)(F)F)C(=O)OC)C1CCOCC1)F